C(#N)CC1(CC1)CN1N=CC(=C1)C=1C=CC(=NC1C1=CC=C2C=C(N=NC2=C1)OC)C#N 5-(1-{[1-(Cyanomethyl)cyclopropyl]methyl}-1H-pyrazol-4-yl)-6-(3-methoxycinnolin-7-yl)pyridin-2-carbonitril